C(C1=CC=CC=C1)OC(CC=1C2=C3C(N=C2C=CC1)=CN1C(=C3)C=NC=C1)=O Pyrazino[1',2':1,6]Pyrido[3,4-b]Indol-11-yl-acetic acid benzyl ester